8-chloro-N-(4,4-difluorocyclohexyl)-1-[trans-4-(pyridin-2-yloxy)cyclohexyl]-5,6-dihydro-4H-[1,2,4]triazolo[4,3-a][1]benzazepin-5-amine ClC=1C=CC2=C(CC(CC=3N2C(=NN3)[C@@H]3CC[C@H](CC3)OC3=NC=CC=C3)NC3CCC(CC3)(F)F)C1